rac-(4aS,9bS)-7-chloro-6-fluoro-1,2,3,4,4a,9b-hexahydrobenzofuro[3,2-b]pyridine hydrochloride Cl.ClC1=C(C2=C(C=C1)[C@@H]1NCCC[C@@H]1O2)F |r|